Cl.Cl.[Cl-] chloride hydrochloride HCl salt